N[C@@H](CCCCCN)C(=O)O homolysin